2-[2,5-dimethoxy-4-(trifluoromethyl)phenyl]ethanamine COC1=C(C=C(C(=C1)C(F)(F)F)OC)CCN